7-Cyclopropyl-4-(methylamino)-1-(2-(trifluoromethyl)pyridin-3-yl)quinazolin-2(1H)-one C1(CC1)C1=CC=C2C(=NC(N(C2=C1)C=1C(=NC=CC1)C(F)(F)F)=O)NC